ClC=1N=C(C2=CN=C(C(=C2C1C)F)C1=CC(=CC2=CC=C(C(=C12)C#C)F)OCOC)N1CC2COCC(C1)N2C(=O)OC(C)(C)C tert-butyl 7-[3-chloro-6-[8-ethynyl-7-fluoro-3-(methoxymethoxy)-1-naphthyl]-5-fluoro-4-methyl-2,7-naphthyridin-1-yl]-3-oxa-7,9-diazabicyclo[3.3.1]nonane-9-carboxylate